(R)-4-(3H-[1,2,3]triazolo[4,5-b]pyridin-3-yl)-2-fluoro-N-(6-(3-hydroxy-3-methylbut-1-yn-1-yl)-8-methylisoquinolin-1-yl)-N-(piperidin-3-yl)benzamide N1=NN(C2=NC=CC=C21)C2=CC(=C(C(=O)N([C@H]1CNCCC1)C1=NC=CC3=CC(=CC(=C13)C)C#CC(C)(C)O)C=C2)F